ClC=1C(=C2C(=NC1C)CN(C2)C(=O)[C@H]2CN(CC2)C=2C=NC=C(C2)C(F)F)C (3-chloro-2,4-dimethyl-5,7-dihydropyrrolo[3,4-b]pyridin-6-yl)-[(3R)-1-[5-(difluoromethyl)-3-pyridyl]pyrrolidin-3-yl]methanone